[8-[benzyloxycarbonyl-[(1-methyl-4-piperidyl)methyl]amino]-15-(4,4-diheptoxybutanoyloxy)pentadecyl] 4,4-diheptoxybutanoate C(CCCCCC)OC(CCC(=O)OCCCCCCCC(CCCCCCCOC(CCC(OCCCCCCC)OCCCCCCC)=O)N(CC1CCN(CC1)C)C(=O)OCC1=CC=CC=C1)OCCCCCCC